ClC=1C(=NC(=NC1)N[C@H]1[C@@H](C[C@@H](CC1)S(=O)(C)=N)O)C1=CN=C(O1)C1CCNCC1 ((1R,3R,4R)-4-((5-chloro-4-(2-(piperidin-4-yl)oxazol-5-yl)pyrimidin-2-yl)amino)-3-hydroxycyclohexyl)(imino)(methyl)-λ6-sulfanone